(7-(4-(2,6-bis(benzyloxy)pyridin-3-yl)phenyl)spiro[3.5]nonan-2-yl)methanol C(C1=CC=CC=C1)OC1=NC(=CC=C1C1=CC=C(C=C1)C1CCC2(CC(C2)CO)CC1)OCC1=CC=CC=C1